N-(4-(aminomethyl)cyclohexyl)-2-fluoro-4-methyl-6-(4-(trifluoromethyl)piperidin-1-yl)pyridin-3-amine NCC1CCC(CC1)NC=1C(=NC(=CC1C)N1CCC(CC1)C(F)(F)F)F